ClC1=CC(=C(C(=C1)C)NCC1CCN(CC1)C(=O)OC(C)(C)C)C1=NC=NN2C1=CC(=C2)CN2C(C1C(C1C2=O)(C)C)=O tert-butyl 4-(((4-chloro-2-(6-((6,6-dimethyl-2,4-dioxo-3-azabicyclo[3.1.0]hexan-3-yl)methyl)pyrrolo[2,1-f][1,2,4]triazin-4-yl)-6-methylphenyl)amino)methyl)piperidine-1-carboxylate